C1(CC1)\C=N/S(=O)C(C)(C)C N-[(1Z)-cyclopropylmethylidene]-2-methylpropane-2-sulfinamide